3-epoxycyclohexylmethyl 3,4-epoxycyclohexanecarboxylate C1(CC2C(CC1)O2)C(=O)OCC2C1C(CCC2)O1